5-(4-fluorophenyl)-6-(methoxymethyl)-1-methyl-4-oxopyridine-3-carboxamide FC1=CC=C(C=C1)C=1C(C(=CN(C1COC)C)C(=O)N)=O